OC1=C(C=CC(=C1)O)C(C=CC=1C=CC(=C(C1)C=1C(=CC(=C2C(C=C(OC12)C1=CC=C(C=C1)O)=O)O)O)O)=O 8-[5-[3-(2,4-Dihydroxyphenyl)-3-oxoprop-1-enyl]-2-hydroxyphenyl]-5,7-dihydroxy-2-(4-hydroxyphenyl)chromen-4-one